[1-ethyl-5-methoxy-6-(1H-1,2,3,4-tetrazol-5-yl)-1H-imidazo[4,5-b]pyridin-2-yl]bis(2-fluorophenyl)methanol C(C)N1C(=NC2=NC(=C(C=C21)C2=NN=NN2)OC)C(O)(C2=C(C=CC=C2)F)C2=C(C=CC=C2)F